4-hydroxy-2-methoxy-N-(5-(thiophen-2-yl)-1,3,4-oxadiazol-2-yl)benzamide OC1=CC(=C(C(=O)NC=2OC(=NN2)C=2SC=CC2)C=C1)OC